N-(methoxymethyl)-N-{4-(trifluoromethyl)phenyl}-3-(ethylsulfinyl)-6-(trifluoromethyl)imidazo[1,2-a]pyridine-2-carboxamide COCN(C(=O)C=1N=C2N(C=C(C=C2)C(F)(F)F)C1S(=O)CC)C1=CC=C(C=C1)C(F)(F)F